C(#C)C1=CN=CN=N1 6-ethynyl-1,2,4-triazin